C(C)(C)(C)C=1C(=NC2=CC=C(N=C2C1C(C)=O)Cl)C(C)(C)C di-tert-butyl-4-acetyl-6-chloro-1,5-naphthyridine